C(C)(C)(C)OC(=O)N1CCC(CC1)C1=C(C(=CC=C1)OC(C)C)NC(=O)N1CCC(CC1)C1=CC=C(C=C1)C 4-(2-{[4-(4-methylphenyl)piperidine-1-carbonyl]amino}-3-[(propan-2-yl)oxy]phenyl)piperidine-1-carboxylic acid tert-butyl ester